NC1=C2C(=NC=N1)N(N=C2C=2C=CC1=C(N=C(O1)N)C2)CC2=CC=C(C=C2)CN 5-(4-amino-1-(4-(aminomethyl)benzyl)-1H-pyrazolo[3,4-d]pyrimidin-3-yl)benzo[d]oxazol-2-amine